methyl 7-[5-[(3R)-3-amino-5-[(4-chlorophenyl)methyl]-8-fluoro-1,1,4-trioxo-2,3-dihydro-1lambda6,5-benzothiazepin-7-yl]-1,3,4-oxadiazol-2-yl]-5-azaspiro[2.4]heptane-5-carboxylate N[C@H]1CS(C2=C(N(C1=O)CC1=CC=C(C=C1)Cl)C=C(C(=C2)F)C2=NN=C(O2)C2CN(CC21CC1)C(=O)OC)(=O)=O